C(CC=C)OC=1C=2N(C=C(N1)C1=C(N=C(S1)[C@@H](C)NCC)C1CC1)C=CN2 (R)-1-(5-(8-(but-3-en-1-yloxy)imidazo[1,2-a]pyrazin-6-yl)-4-cyclopropylthiazol-2-yl)-N-ethylethan-1-amine